NC1=NC2=CC=C(C=C2C=C1Br)C(=O)N(CC1=NC=C(C=C1)C(F)(F)F)[C@@H]1[C@H](OCC1)C1CC1 2-amino-3-bromo-N-((2R,3S)-2-cyclopropyltetrahydro-3-furanyl)-N-((5-(trifluoromethyl)-2-pyridinyl)methyl)-6-quinolinecarboxamide